C(C)(C)(C)[S@@](=O)NC1N(CCC2(C1)OC1=C(C2)C=CC=C1)C(=O)[O-] ((R)-(tert-butylsulfinyl)amino)-3H-spiro[benzofuran-2,4'-piperidine]-1'-carboxylate